CC=1N=NC(=C2C1N=CC(=C2)N2CCN(CC2)CC(F)(F)F)N[C@H](C)C2=CC(=CC=C2)C(F)(F)F (R)-8-methyl-3-(4-(2,2,2-trifluoroethyl)piperazin-1-yl)-N-(1-(3-(trifluoromethyl)phenyl)ethyl)pyrido[2,3-d]pyridazin-5-amine